N(C(=O)N)CCC[Si](OCC)(OCC)OCC 3-ureido-propyl-triethoxysilane